2,3,5,6-Tetramethylpyrazine CC1=NC(=C(N=C1C)C)C